C(OCN1C(CCC2=CC=C(C=C12)CCN1CCN(CC1)C1=CC(=CC=2SC=CC21)F)=O)(OCCCCCCC)=O (7-(2-(4-(6-Fluorobenzo[b]thiophen-4-yl)piperazin-1-yl)ethyl)-2-oxo-3,4-dihydroquinolin-1(2H)-yl)methyl heptyl carbonate